2-(9,9'-spirobi[fluorene]-2-yl)aniline C1=C(C=CC=2C3=CC=CC=C3C3(C12)C1=CC=CC=C1C=1C=CC=CC13)C1=C(N)C=CC=C1